(2R,4S)-4-(3-chlorophenyl)-2-(4-nitrophenoxy)-1,3,2-dioxaphosphorinane 2-oxide ClC=1C=C(C=CC1)[C@H]1O[P@@](OCC1)(OC1=CC=C(C=C1)[N+](=O)[O-])=O